N-thiolcarbonyl-oxazolidine-2,5-dione S1C(=CC=C1)C(=O)N1C(OC(C1)=O)=O